5-bromo-4-methoxy-1-{[2-(trimethylsilyl)ethoxy]Methyl}-1H-indazole-7-carboxylic acid methyl ester COC(=O)C=1C=C(C(=C2C=NN(C12)COCC[Si](C)(C)C)OC)Br